FC1=CC=C(C=C1)C=1N=C(N2C1C1=CC(=C(C=C1CC2)OC)C=2N=NN(N2)C)C(=O)OCC ethyl 1-(4-fluorophenyl)-8-methoxy-9-(2-methyl-2H-tetrazol-5-yl)-5,6-dihydroimidazo[5,1-a]isoquinoline-3-carboxylate